2-(2,6-dioxopiperidin-3-yl)-5-((6-oxo-6-(4-(quinolin-2-yl)-3,6-dihydropyridin-1(2H)-yl)hexyl)amino)isoindoline-1,3-dione O=C1NC(CCC1N1C(C2=CC=C(C=C2C1=O)NCCCCCC(N1CCC(=CC1)C1=NC2=CC=CC=C2C=C1)=O)=O)=O